O=C(CCC(=O)[O-])NCCOCCOCCC(NCCOCCOCCC(NCCCCC(NC(CCCCCCCCCCCCCCCCC(=O)[O-])=O)C(=O)[O-])=O)=O 3,13,23,31-tetraoxo-7,10,17,20-tetraoxa-4,14,24,30-tetraazaheptatetracontane-1,29,47-tricarboxylate